C(C)(C)(C)NC(=O)C1=CC2=C(OC(CO2)C(C=[N+]=[N-])=O)C=C1 N-tert-butyl-2-(2-diazoacetyl)-2,3-dihydro-1,4-benzodioxine-6-carboxamide